benzenesulfonic acid monosodium salt [Na+].C1(=CC=CC=C1)S(=O)(=O)[O-]